BrC1=C(C=C(C=C1)OC1=CC=C(C=N1)[N+](=O)[O-])OC1=CC=C(C=N1)[N+](=O)[O-] 6,6'-((4-bromo-1,3-phenylene)bis(oxy))bis(3-nitropyridine)